ClC1=CC=C(C=N1)NC1=NC=CC2=CC(=CC=C12)OC[C@@]1(COCC1)F |r| Racemic-N-(6-chloropyridin-3-yl)-6-((3-fluorotetrahydrofuran-3-yl)methoxy)isoquinolin-1-amine